eugenolide C=1(C([O-])=CC=C(CC=C)C1)OC